4-[5-(2,5-dimethylpyrrol-1-yl)-1,3,4-thiadiazol-2-yl]-1,3-thiazol-5-ylacetamide CC=1N(C(=CC1)C)C1=NN=C(S1)C=1N=CSC1CC(=O)N